5-(4-((3-chloro-8-fluoro-2-oxo-1,2-dihydroquinolin-7-yl)methyl-d2)piperazin-1-yl)-6-fluoro-N-methylpicolinamide ClC=1C(NC2=C(C(=CC=C2C1)C(N1CCN(CC1)C=1C=CC(=NC1F)C(=O)NC)([2H])[2H])F)=O